C1(=CC=CC=C1)CS(=O)(=O)OC1=C(OC(C1=O)C1=C(C=CC=C1)Cl)N 2-amino-5-(2-chlorophenyl)-4-oxo-4,5-dihydrofuran-3-yl phenylmethanesulfonate